(6-chlorobenzo[d]thiazol-2-yl)methanol ClC1=CC2=C(N=C(S2)CO)C=C1